ClC1=CC=C(C=C1)/C=C/CN1CCC2(CC1)CN(C1=CC=C(C=C12)F)C(=O)C1=CC(=NC=C1)Cl {1'-[(2E)-3-(4-Chlorophenyl)prop-2-en-1-yl]-5-fluorospiro[indol-3,4'-piperidin]-1(2H)-yl}(2-chloropyridin-4-yl)methanon